2'-chloro-N-(5-(((3S,3aR,6R,6aR)-6-hydroxyhexahydrofuro[3,2-b]furan-3-yl)oxy)-1,3,4-thiadiazol-2-yl)-5'-methoxy-6-methyl-[4,4'-bipyridine]-3-carboxamide ClC1=NC=C(C(=C1)C1=C(C=NC(=C1)C)C(=O)NC=1SC(=NN1)O[C@@H]1[C@@H]2[C@H](OC1)[C@@H](CO2)O)OC